ethyl 2-(N-(4-((1-(4,4-difluorocyclohexyl)-2-oxo-1,2-dihydropyridin-3-yl)carbamoyl)-3-(4,4-dimethyl-1,4-azasilinan-1-yl)phenyl)sulfamoyl)acetate FC1(CCC(CC1)N1C(C(=CC=C1)NC(=O)C1=C(C=C(C=C1)NS(=O)(=O)CC(=O)OCC)N1CC[Si](CC1)(C)C)=O)F